C1(=C(C(=CC(=C1)C)C)S(=O)(=O)N[C@@H](C(C)C)C(=O)O)C (Mesitylsulfonyl)valine